3,6-dichloro-5-(3-{[(3R)-1-methylhexahydropyridin-3-yl]amino}propyl)-4-methyl-1,2-diazine ClC=1N=NC(=C(C1C)CCCN[C@H]1CN(CCC1)C)Cl